C(CCCCCCCCCCCCCCC)SCCSCCCCCCCCCCCCCCCC 1,2-bis(hexadecylthio)ethane